C1(CCCCC1)C1CCN(CC1)C(=O)N[C@H]1C(CCC[C@@H]1N1CCN(CC1)C(C)C)(F)F |r| rac-4-cyclohexyl-N-{(1R,6S)-2,2-difluoro-6-[4-(propan-2-yl)piperazin-1-yl]cyclohexyl}piperidine-1-carboxamide